2-(1-(4-(2,6-dioxopiperidin-3-yl)pyridin-2-yl)piperidin-4-yl)acetaldehyde O=C1NC(CCC1C1=CC(=NC=C1)N1CCC(CC1)CC=O)=O